[N+](=O)([O-])C1=C(C(=O)O)C=C(C=C1)OC1=C(C(=C(C(=C1F)F)F)F)F 2-nitro-5-(perfluorophenoxy)benzoic acid